Tetrabutyl-phosphine glycinate NCC(=O)O.C(CCC)P(CCCC)(CCCC)CCCC